N-(3-(3,3-difluorocyclobutyl)-1-methyl-4-(1-methylpiperidin-4-yl)-1H-pyrazol-5-yl)-3,3-difluorocyclobutane-1-carboxamide FC1(CC(C1)C1=NN(C(=C1C1CCN(CC1)C)NC(=O)C1CC(C1)(F)F)C)F